FC(N1N=C(C=C1)C=1C(=CC(=NC1)NC1=NC(=NC=C1)C1=CC2=C(OCCN2)N=C1)NC1CCC(CC1)(O)C)F (1s,4s)-4-((5-(1-(Difluoromethyl)-1H-pyrazol-3-yl)-2-((2-(2,3-dihydro-1H-pyrido[2,3-b][1,4]oxazin-7-yl)pyrimidin-4-yl)amino)pyridin-4-yl)amino)-1-methylcyclohexan-1-ol